[Ru](Cl)(Cl)Cl.C(CCCCC)=N hexaanimine ruthenium (III) chloride